CN1C=2N(CC[C@@H](C1=O)NC(=O)C=1N=C3N(N1)[C@@H](CC3)C3=CC=CC=C3)N=CC2 (5S)-N-[(6S)-4-methyl-5-oxo-7,8-dihydro-6H-pyrazolo[1,5-a][1,3]diazepin-6-yl]-5-phenyl-6,7-dihydro-5H-pyrrolo[1,2-b][1,2,4]triazole-2-carboxamide